FC12CC(C1)(C2)CCCCCCCCCCCCCCCCCCCCC(=O)O 21-(3-fluoro-bicyclo[1.1.1]pent-1-yl)heneicosanoic acid